methyl trans-1-{[(benzyloxy) carbonyl]amino}-3-ethoxycyclobutane-1-carboxylate C(C1=CC=CC=C1)OC(=O)NC1(CC(C1)OCC)C(=O)OC